IC=1C=C(C=2C=CNC2C1)N 6-iodo-1H-indol-4-amine